O=C1NC2(CN(C2)C(=O)OC2CC(C2)OCC2=C(C=C(C=C2F)F)F)CO1 3-((2,4,6-trifluorobenzyl)oxy)cyclobutyl 6-oxo-7-oxa-2,5-diazaspiro[3.4]octane-2-carboxylate